CC1=NC(=CC=C1)N1CC2(CC2)C1 Methyl-6-{5-azaspiro[2.3]hexan-5-yl}pyridine